C(C)OC(\C(=C/CCCCC(=O)O)\F)=O (E)-8-ethoxy-7-fluoro-8-oxooct-6-enoic acid